1-(4-(3-(6-(trifluoromethyl)nicotinoyl)pyridin-2-yl)piperazin-1-yl)prop-2-en-1-one FC(C1=NC=C(C(=O)C=2C(=NC=CC2)N2CCN(CC2)C(C=C)=O)C=C1)(F)F